3-fluoro-N-methyl-4-(trifluoromethyl)aniline FC=1C=C(NC)C=CC1C(F)(F)F